O-mannosaminyl-L-serine C1([C@@H](N)[C@@H](O)[C@H](O)[C@H](O1)CO)OC[C@H](N)C(=O)O